1-(4-(cyclopropylmethyl)-3,4-dihydroquinoxaline-1(2H)-yl)-3-(piperidin-1-yl)propan-1-one C1(CC1)CN1CCN(C2=CC=CC=C12)C(CCN1CCCCC1)=O